N[C@](C(=O)O)(CC1=C(C=C(C=C1)B(O)O)SC)C (S)-2-amino-3-(4-dihydroxyboryl-2-(methylthio)phenyl)-2-methylpropanoic acid